FC1=C(C=CC(=C1)F)NC1=NC2=C(N1)C=C(C=C2)OC2=CC=C1C(=N2)SC(=N1)N 5-((2-((2,4-difluorophenyl)amino)-1H-benzo[d]imidazol-6-yl)oxy)thiazolo[5,4-b]pyridin-2-amine